C(C)(C)(C)OC(=O)C=1C(=NC(=CC1)Cl)Cl 2,6-dichloropyridine-3-carboxylic acid tert-butyl ester